C(C)OC=1C=2N(C=C(N1)C(=O)NC=1C(=NC=CC1)OC)C=C(N2)C21COC(CC2)(C1)C 8-ethoxy-N-(2-methoxypyridin-3-yl)-2-(1-methyl-2-oxabicyclo[2.2.1]heptan-4-yl)imidazo[1,2-a]pyrazine-6-carboxamide